picrylamine C1(=C([N+](=O)[O-])C=C([N+](=O)[O-])C=C1[N+](=O)[O-])N